tert-butyl 4-((4-(pyridin-4-ylmethoxy)phenyl)amino)piperidine-1-carboxylate N1=CC=C(C=C1)COC1=CC=C(C=C1)NC1CCN(CC1)C(=O)OC(C)(C)C